C1(C(CCCC1)=NO)=NO 1,2-Cyclohexanedione dioxime